tert-butyl (2S)-4-{7-bromo-4-[(2-fluoro-3-methyl-4-{[1,2,4]triazolo[1,5-a]pyridin-7-yloxy}phenyl)amino]pyrido[3,2-d]pyrimidin-6-yl}-2-(hydroxymethyl)piperazine-1-carboxylate BrC1=CC=2N=CN=C(C2N=C1N1C[C@H](N(CC1)C(=O)OC(C)(C)C)CO)NC1=C(C(=C(C=C1)OC1=CC=2N(C=C1)N=CN2)C)F